S1C(=NC2=C1C=CC=C2)SC(C(=O)O)CC(=O)O (2-benzothiazolylthio)-succinic acid